C(=C)C=1C=C(C=C(C1)C=C)C1=CC=C(C=C1)C=C 3,4',5-trivinylbiphenyl